3,5-diiodo-2-methoxyphenylmethyl carbonate C(OCC1=C(C(=CC(=C1)I)I)OC)([O-])=O